O=C1NC(=NO1)C(=O)Cl 5-oxo-4H-1,2,4-oxadiazole-3-carbonyl chloride